C(C)(C)(C)OC(=O)N1C(C=2C(CC1)=C(N(N2)C)OS(=O)(=O)C(F)(F)F)C.CC(N(C#CC)C)(C)CC2=CC=CC=C2 Dimethyl-propynylamphetamine tert-butyl-2,7-dimethyl-3-(trifluoromethylsulfonyloxy)-5,7-dihydro-4H-pyrazolo[3,4-c]pyridine-6-carboxylate